(S)-N-(4-(1-Acetyl-2-methyl-1,2,3,4-tetrahydroquinolin-6-yl)benzyl)-6-bromo-8-morpholino-[1,2,4]triazolo[1,5-a]pyrazine-2-carboxamide C(C)(=O)N1[C@H](CCC2=CC(=CC=C12)C1=CC=C(CNC(=O)C2=NN3C(C(=NC(=C3)Br)N3CCOCC3)=N2)C=C1)C